N1N=CC2=C(C=CC=C12)C#CC1=CC=C(OC2=C(N=NN2)C(=O)O)C=C1 5-(4-(2-(1H-indazol-4-yl)ethynyl)phenoxy)-1H-1,2,3-triazole-4-carboxylic acid